ClC1=C(C=C2C(=N1)N=C(O2)N2CCN(CC2)C(=O)OC(C)(C)C)C=O Tert-Butyl 4-(5-chloro-6-formyloxazolo[4,5-b]pyridin-2-yl)piperazine-1-carboxylate